(1S,2R)-2-(Toluene-4-sulfonyl)-cyclopentanecarboxylic acid (4-chloro-benzyl)-(4-cyano-cyclohexyl)-amide ClC1=CC=C(CN(C(=O)[C@H]2[C@@H](CCC2)S(=O)(=O)C2=CC=C(C)C=C2)C2CCC(CC2)C#N)C=C1